2-(4-ethoxyphenyl)-4-[[4-(4-methoxyphenyl)-1-piperazinyl]carbonyl]-1(2H)-phthalazinone C(C)OC1=CC=C(C=C1)N1C(C2=CC=CC=C2C(=N1)C(=O)N1CCN(CC1)C1=CC=C(C=C1)OC)=O